FC([C@H](CNC(COC)C1=CC(=C(C=C1)O)[N+](=O)[O-])NC(OC(C)(C)C)=O)F tert-butyl ((2S)-1,1-difluoro-3-((1-(4-hydroxy-3-nitrophenyl)-2-methoxyethyl)-amino)-propan-2-yl)carbamate